ClC=1C2=C(N=C(N1)C)C1=C(O2)C=CC=C1 4-chloro-2-methylbenzofuro[3,2-d]pyrimidine